FC=1C(=NC(=NC1)NC1=CC=C(C=N1)CN1CCN(CC1)C(=O)OC(C)(C)C)C1=CC2=C(N=C3N2[C@@H](CC3)CO)C(=C1)F tert-butyl (S)-4-((6-((5-fluoro-4-(5-fluoro-1-(hydroxymethyl)-2,3-dihydro-1H-benzo[d]-pyrrolo[1,2-a]imidazol-7-yl)pyrimidin-2-yl)amino)pyridin-3-yl)methyl)piperazine-1-carboxylate